C1(=CC=CC=C1)CCC(=O)SCCNC(CCNC([C@@H](C(COP(OP(OC[C@@H]1[C@H]([C@H]([C@@H](O1)N1C=NC=2C(N)=NC=NC12)O)OP(=O)(O)O)(=O)O)(=O)O)(C)C)O)=O)=O phenylpropanoyl-CoA